1-[(1s,3r)-3-[[tert-butyl-(diphenyl)silyl]oxymethyl]-6-fluoro-5-(3-hydroxy-3-methyl-butyl)-1-methyl-3,4-dihydro-1H-isoquinolin-2-yl]-2-(2-chloro-6-fluoro-phenyl)ethanone C(C)(C)(C)[Si](OC[C@@H]1N([C@H](C2=CC=C(C(=C2C1)CCC(C)(C)O)F)C)C(CC1=C(C=CC=C1F)Cl)=O)(C1=CC=CC=C1)C1=CC=CC=C1